ClC1=NC(=NC(=N1)C1=CC=CC=2SC3=C(C21)C=CC=C3)C3=CC=CC=C3 2-chloro-4-(1-dibenzothienyl)-6-phenyl-1,3,5-triazine